2-Cyclopentadienyl-malononitrile C1(C=CC=C1)C(C#N)C#N